1-{6'-Chloro-1',2'-dihydrospiro[cyclobutane-1,3'-indole]-1'-yl}-2-[(3R)-3-methylpiperazin-1-yl]ethan-1-one hydrochloride salt Cl.ClC1=CC=C2C3(CN(C2=C1)C(CN1C[C@H](NCC1)C)=O)CCC3